NC1=CC=C2C(=N1)CC[C@H]2NC([C@H](C)NC(=O)[C@H]2NCCC(=C2)C2=CC(=C(C=C2)F)CF)=O (S)-N-((S)-1-(((R)-2-amino-6,7-dihydro-5H-cyclopenta[b]pyridin-5-yl)amino)-1-oxopropan-2-yl)-4-(4-fluoro-3-(fluoromethyl)phenyl)-1,2,5,6-tetrahydropyridine-2-carboxamide